2-((2-((4-((1-((trans)-5-hydroxyadamantan-2-yl)piperidin-4-yl)amino)-2-methoxyphenyl)amino)-5-(trifluoromethyl)pyrimidin-4-yl)amino)-N,3-dimethylbenzamide OC12CC3C(C(CC(C1)C3)C2)N2CCC(CC2)NC2=CC(=C(C=C2)NC2=NC=C(C(=N2)NC2=C(C(=O)NC)C=CC=C2C)C(F)(F)F)OC